ClC=1C(=NC=CN1)SC1=CC=NC=C1 4-(3-chloropyrazin-2-yl)thiopyridin